methyl 1,2,3,4-tetrahydropyrrolo[1,2-a]pyrazine-8-carboxylate C1C=2N(CCN1)C=CC2C(=O)OC